5-(4-fluorobenzoyl)amino-3-(1-propylpiperidin-4-yl)-1H-indole FC1=CC=C(C(=O)NC=2C=C3C(=CNC3=CC2)C2CCN(CC2)CCC)C=C1